ClC=1C(=CC(=C(C(=O)O)C1)C1CCOC2=CC(=CC=C12)F)C 5-chloro-2-(7-fluorochroman-4-yl)-4-methylbenzoic acid